(1R,3S)-3-VINYLCYCLOHEXYL METHANESULFONATE CS(=O)(=O)O[C@H]1C[C@H](CCC1)C=C